(2-chloro-3-(1-(2-chloro-4-((3-hydroxy-1-azetidinyl)methyl)-5-methoxyphenyl)-2,3-dihydro-1H-4-indenyl)benzyl)-1,5-dimethyl-4,5,6,7-tetrahydro-1H-imidazo[4,5-c]pyridine-2-carboxamide ClC1=C(CC2N(CCC3=C2N=C(N3C)C(=O)N)C)C=CC=C1C1=C3CCC(C3=CC=C1)C1=C(C=C(C(=C1)OC)CN1CC(C1)O)Cl